4-(4-aminopiperidin-1-yl)-3-(5,7-difluoro-1H-1,3-benzodiazol-2-yl)-5-(3-methoxy-5-methylphenyl)pyridin-2-amine NC1CCN(CC1)C1=C(C(=NC=C1C1=CC(=CC(=C1)C)OC)N)C1=NC2=C(N1)C(=CC(=C2)F)F